BrC1=C(C=CC(=C1)Cl)N1C=2N=C3N(C(C2N=C1)=O)CCCC3 3-(2-bromo-4-chlorophenyl)-5,6,7,8-tetrahydropyrido[1,2-a]purin-10(3H)-one